butyl xanthate, dibutylphosphate-ammonium salt [NH4+].C(CCC)OP(=O)(OCCCC)[O-].O(C(=S)[S-])CCCC.[NH4+]